2-allyl-6-((4-(4-(2-(2-(2-(2-aminoethoxy)ethoxy)ethoxy)ethyl)piperazin-1-yl)phenyl)amino)-1-(6-(2-hydroxypropan-2-yl)pyridin-2-yl)-1,2-dihydro-3H-pyrazolo[3,4-d]pyrimidin-3-one C(C=C)N1N(C2=NC(=NC=C2C1=O)NC1=CC=C(C=C1)N1CCN(CC1)CCOCCOCCOCCN)C1=NC(=CC=C1)C(C)(C)O